4-(6-(4-benzylpiperazin-1-yl)pyridin-3-yl)-3-chloro-6-(1-methyl-1H-pyrazol-4-yl)pyrazolo[1,5-a]pyridine C(C1=CC=CC=C1)N1CCN(CC1)C1=CC=C(C=N1)C=1C=2N(C=C(C1)C=1C=NN(C1)C)N=CC2Cl